N-[2-(5-cyano-4-fluoro-1H-indol-3-yl)ethyl]acetamide C(#N)C=1C(=C2C(=CNC2=CC1)CCNC(C)=O)F